3,5-difluoro-4-[[4-(2-furylmethyl)-5-(3-pyridyl)-1,2,4-triazol-3-yl]sulfanyl]benzenecarbohydroxamic acid FC=1C=C(C=C(C1SC1=NN=C(N1CC=1OC=CC1)C=1C=NC=CC1)F)C(=O)NO